6-[5-(difluoromethyl)-1,3,4-oxadiazol-2-yl]-2-[(1s,2s)-2-(5-fluoropyridin-2-yl)-2-hydroxy-1-(pyridin-2-yl)ethyl]-2,3-dihydro-1H-isoindol-1-one FC(C1=NN=C(O1)C1=CC=C2CN(C(C2=C1)=O)[C@H]([C@H](O)C1=NC=C(C=C1)F)C1=NC=CC=C1)F